F[H-]F.[Cu+2].F[H-]F copper bifluoride